N,N-diethyl-aminoethyl chloride C(C)N(CC)CCCl